C(C)(C)NC=1N=CC2=C(N1)N(C=C2)C isopropylamino-7-methyl-pyrrolo[2,3-d]pyrimidine